N=C=N.[W] tungsten carbodiimide